N-(3,4-Dihydro-2H-1-benzopyran-4-yl)-1,4-dihydro-2,4-dioxo-3(2H)-quinazolineacetamide O1CCC(C2=C1C=CC=C2)NC(CN2C(NC1=CC=CC=C1C2=O)=O)=O